C(CCC)C=1NC(C(=C(N1)C)CC(=O)N(C)C)=C=O 2-(2-butyl-4-methyl-6-carbonyl-1,6-dihydropyrimidin-5-yl)-N,N-dimethylacetamide